tungsten nickel-tungsten [W].[Ni].[W]